ClC1=NC=CC2=C1N(C=1N=C(N=C(C12)N1C[C@@](CCC1)(O)C)OC[C@]12CCCN2C[C@@H](C1)F)C (R)-1-(8-chloro-2-(((2R,7aS)-2-fluorotetrahydro-1H-pyrrolizin-7a(5H)-yl)methoxy)-9-methyl-9H-pyrido[4',3':4,5]pyrrolo[2,3-d]pyrimidin-4-yl)-3-methylpiperidin-3-ol